C(C(O)C)(=O)O (-)-DL-lactic acid